6-(4-(1-Phenylethoxy)phenyl)-4-(piperazin-1-yl)-7H-pyrrolo[2,3-d]pyrimidine C1(=CC=CC=C1)C(C)OC1=CC=C(C=C1)C1=CC2=C(N=CN=C2N2CCNCC2)N1